tert-butyl (S)-2-[(tert-butoxycarbonyl)amino]-3-(5-oxo-4,5-dihydro-1,2,4-oxadiazol-3-yl)propanoate C(C)(C)(C)OC(=O)N[C@H](C(=O)OC(C)(C)C)CC1=NOC(N1)=O